C(CCC)OC(C(=O)O)=CC=O butoxy-4-oxobut-2-enoic acid